3-((4-bromo-6-chloro-2,7-naphthyridin-1-yl)oxy)azetidine-1-carboxylic acid tert-butyl ester C(C)(C)(C)OC(=O)N1CC(C1)OC1=NC=C(C2=CC(=NC=C12)Cl)Br